(ethylsulfonyl)-5-(3-(trifluoromethyl)phenyl)pyridine-2-carbaldehyde C(C)S(=O)(=O)C=1C(=NC=C(C1)C1=CC(=CC=C1)C(F)(F)F)C=O